COC(N[C@@H](CC\C=C\C(=O)N(C)C)C(NC1=CN=CN(C1=O)CC1=NC2=C(N1C)C=CC(=C2)F)=O)=O Methyl-N-[(E,1S)-6-(dimethylamino)-1-[[1-[(5-fluoro-1-methyl-benzimidazol-2-yl)methyl]-6-oxo-pyrimidin-5-yl]carbamoyl]-6-oxo-hex-4-enyl]carbamat